1-(3-((6-((3S,4S)-4-(3,4-dihydroisoquinolin-2(1H)-yl)-3-hydroxypiperidine-1-carbonyl)pyrimidin-4-yl)amino)phenyl)pyrrolidin-2-one C1N(CCC2=CC=CC=C12)[C@@H]1[C@H](CN(CC1)C(=O)C1=CC(=NC=N1)NC=1C=C(C=CC1)N1C(CCC1)=O)O